(2S)-3-cyclobutyl-2-[9H-fluoren-9-yl-methoxycarbonyl(methyl)amino]propanoic acid C1(CCC1)C[C@@H](C(=O)O)N(C)C(=O)OCC1C2=CC=CC=C2C=2C=CC=CC12